propyl 4-(((3R,4R)-1-benzyl-4-methylpiperidin-3-yl)amino)-1H-pyrrolo[2,3-b]pyridine-5-carboxylate C(C1=CC=CC=C1)N1C[C@@H]([C@@H](CC1)C)NC1=C2C(=NC=C1C(=O)OCCC)NC=C2